3,3,3-trifluoropropyldimethylchlorosilane FC(CC[Si](Cl)(C)C)(F)F